CC(C=C)C 3-methylbutene